NC1=C(C(=NN1C1C[C@H](CC1)OC(C(C)(C)C)=O)C1=CC=C(C=C1)CNC(C1=C(C=CC=C1)OC)=O)C(N)=O |o1:8| [(1S*)-3-[(1S*)-5-Amino-4-carbamoyl-3-[4-[[(2-methoxybenzoyl)amino]methyl]phenyl]pyrazol-1-yl]cyclopentyl]2,2-dimethylpropanoate